4-(2,2-difluoroethoxy)-2-iodoaniline FC(COC1=CC(=C(N)C=C1)I)F